2-(3-(1-cyclopropylethyl)-2-hydroxyphenyl)propanoate C1(CC1)C(C)C=1C(=C(C=CC1)C(C(=O)[O-])C)O